[F].N=NN triazene fluorine